C(CCCCCC(C)(C)C)(=O)OOC1(CC(CC(C1)O)(C)C)C 5-hydroxy-1,3,3-trimethylcyclohexyl peroxyneodecanoate